N-(3-Chloro-4-fluorophenyl)-2-methyl-4,5,6,9,10,12-hexahydropyrazolo[3,4-c]-pyrido[4',3':3,4]pyrazolo[1,5-a]azepine-11(2H)-carboxamide ClC=1C=C(C=CC1F)NC(=O)N1CC=2C(=NN3C2C=2C(CCC3)=CN(N2)C)CC1